6-methylpyridine-2,5-diamine CC1=C(C=CC(=N1)N)N